6-(3-cyclopropylphenyl)phthalazin-1(2H)-one C1(CC1)C=1C=C(C=CC1)C=1C=C2C=NNC(C2=CC1)=O